BrC1=CN(C=2N=CN=C(C21)NC2CCC(CC2)N(C(OC(C)(C)C)=O)C)COCC[Si](C)(C)C Tert-butyl N-[4-[[5-bromo-7-(2-trimethylsilylethoxymethyl)pyrrolo[2,3-d]pyrimidin-4-yl] amino]cyclohexyl]-N-methyl-carbamate